7-[amino(1,3-benzothiazol-2-yl)amino]heptanenitrile NN(CCCCCCC#N)C=1SC2=C(N1)C=CC=C2